(S)-tert-butyl (3-(((tert-butoxycarbonyl)oxy)methyl)-6-((4-(cyclopropylethynyl)-6-fluoro-2-oxo-4-(trifluoromethyl)-1,2,3,4-tetrahydroquinazolin-7-yl)methyl)pyrazin-2-yl)carbamate C(C)(C)(C)OC(=O)OCC=1C(=NC(=CN1)CC1=C(C=C2[C@](NC(NC2=C1)=O)(C(F)(F)F)C#CC1CC1)F)NC(OC(C)(C)C)=O